BrC=1C(=C(CC2=C(N=C(N2)C2=C(C=CC(=C2)OC=2C(=C3C=CNC3=CC2F)F)F)C(=O)O)C=CC1)F 5-(3-Bromo-2-fluorobenzyl)-2-(5-((4,6-difluoro-1H-indol-5-yl)oxy)-2-fluorophenyl)-1H-imidazole-4-carboxylic acid